1-methyl-2-pyrrolidineAt CN1C(CCC1)C(=O)[O-]